C1(CC1)C(=O)N1CCC(C1)OC1=CC=NN1C(F)F (cyclopropanecarbonyl)-4-((1-(difluoromethyl)-1H-pyrazol-5-yl)oxy)pyrrolidin